5-(4-methyl-1H-imidazol-1-yl)nicotinic acid ethyl ester C(C)OC(C1=CN=CC(=C1)N1C=NC(=C1)C)=O